N[C@H](CC(=O)O)CN1N=C(N=N1)C1=CC(=CC=C1)CCC1=CC=CC=C1 (R)-3-amino-4-mono(5-(3-phenethylphenyl)-2H-tetrazol-2-yl)butanoic acid